BrC1=NN=C(S1)OC1=CC=C(C=C1)C(C)(C)C1=CC=C(OC2CC(C2)NC(OC(C)(C)C)=O)C=C1 tert-butyl ((1r,3r)-3-(4-(2-(4-((5-bromo-1,3,4-thiadiazol-2-yl)oxy) phenyl)propan-2-yl)phenoxy)cyclobutyl)carbamate